1-(6-hydroxyhexyl)pyridinium OCCCCCC[N+]1=CC=CC=C1